C(C(C)C)(=O)OC=1C(=NC=CC1OC)C(N[C@@H](C)C1=NOC(=N1)C1C(C1C1=CC=C(C=C1)F)C1=CC=C(C=C1)Cl)=O 2-(((1S)-1-(5-(2-(4-chlorophenyl)-3-(4-fluorophenyl)cyclopropyl)-1,2,4-oxadiazol-3-yl)ethyl)carbamoyl)-4-methoxypyridin-3-yl isobutyrate